C(C1=CC=CC=C1)OC=1C=2C3=C(N(C2C=CC1)C1=CC(=C(C=C1)F)C)CCOC31CC(C1)(C(=O)O)C (1S,3S)-9'-(benzyloxy)-5'-(4-fluoro-3-methylphenyl)-3-methyl-4',5'-dihydro-3'H-spiro[cyclobutane-1,1'-pyrano[4,3-b]indole]-3-carboxylic acid